N1CC(CC1)C1=CN(C2=NC=C(N=C21)C2CCOCC2)CO (7-Pyrrolidin-3-yl-2-tetrahydropyran-4-yl-pyrrolo[2,3-b]pyrazin-5-yl)methanol